C(C)OC(=O)C1CN(CC(C1C1=CC=C(C=C1)OC)C)C(=O)OC(C)(C)C trans-4-(4-methoxyphenyl)-5-methylpiperidine-1,3-dicarboxylic acid 1-tert-butyl 3-ethyl ester